FC(CC=1C(=NC(=NC1)NS(=O)(=O)C1=CNC2=C1C=CC=1C=CNC21)OC)F N-(5-(2,2-difluoroethyl)-4-methoxypyrimidin-2-yl)-1,8-dihydropyrrolo[3,2-g]indole-3-sulfonamide